N1C(NC=C2OC3=C(N=C21)C=CC=C3)=O pyrimido[5,4-b][1,4]benzoxazine-2(3H)-one